Trigonelline C[N+]1C=CC=C(C(=O)[O-])C=1